tungsten-tantalum oxide [O-2].[Ta+5].[W+4]